N-{(2S,3R,4S)-1-(cyclopropanecarbonyl)-2-[(2',5'-difluoro[1,1'-biphenyl]-3-yl)methyl]-4-fluoropyrrolidin-3-yl}ethanesulfonamide C1(CC1)C(=O)N1[C@H]([C@H]([C@H](C1)F)NS(=O)(=O)CC)CC=1C=C(C=CC1)C1=C(C=CC(=C1)F)F